COC(=O)C1=CC2=C(S1)C=C(C=C2)Br 6-bromo-benzo[b]Thiophene-2-carboxylic acid methyl ester